N-(3-fluoro-2-methyl-5-(5-(1-(methyl-carbamoyl)azetidin-3-yl)-1,2,4-oxadiazol-3-yl)phenyl)imidazo[1,2-a]pyridine-3-carboxamide FC=1C(=C(C=C(C1)C1=NOC(=N1)C1CN(C1)C(NC)=O)NC(=O)C1=CN=C2N1C=CC=C2)C